4,5-dihydro-3-thiophenone S1CC(CC1)=O